1-formylcyclopentane-1-carbonitrile C(=O)C1(CCCC1)C#N